C(C)(=O)C1=CC=C2C(=N1)N(C(=C2)C=2N=C1N(C(=CC(=C1)C(=O)OC)OC)C2C)CC2CC2 methyl 2-(6-acetyl-1-(cyclopropylmethyl)-1H-pyrrolo[2,3-b]pyridin-2-yl)-5-methoxy-3-methylimidazo[1,2-a]pyridine-7-carboxylate